4-((5-(azepan-1-yl)thiophen-2-yl)methylene)-3-(trifluoromethyl)isoxazol-5(4H)-one N1(CCCCCC1)C1=CC=C(S1)C=C1C(=NOC1=O)C(F)(F)F